C(C(=C)C)(=O)OC1CC2OC2CC1 7-oxabicyclo[4.1.0]hept-3-yl methacrylate